2-chloro-N-(1-(2-fluorophenoxy)-2,4-dimethylpent-4-en-2-yl)-5,6,7,8-tetrahydroquinoline-3-carboxamide ClC1=NC=2CCCCC2C=C1C(=O)NC(COC1=C(C=CC=C1)F)(CC(=C)C)C